C[Si](CCOCN1N=C(N=C1)S(=O)[O-])(C)C (E)-1-(2-trimethylsilylethoxymethyl)-1,2,4-triazole-3-sulfinate